(S)-(3-(1-amino-1,3-dihydrospiro[indene-2,4'-piperidin]-1'-yl)-6-((methylsulfonyl)ethynyl)pyrazin-2-yl)methanol N[C@@H]1C2=CC=CC=C2CC12CCN(CC2)C=2C(=NC(=CN2)C#CS(=O)(=O)C)CO